3-(4-(bromomethyl)phenyl)-5-(3,5-dichlorophenyl)-5-(trifluoromethyl)-4,5-dihydroisoxazole BrCC1=CC=C(C=C1)C1=NOC(C1)(C(F)(F)F)C1=CC(=CC(=C1)Cl)Cl